C(C)C1(CCOCC1)C=1C=CC(=C(C1)S(=O)(=O)NC(=O)C1=NC2=CC=CC(=C2C=C1)C1=NC=CC=C1)OC N-((5-(4-ethyltetrahydro-2H-pyran-4-yl)-2-methoxyphenyl)sulfonyl)-5-(pyridin-2-yl)quinoline-2-carboxamide